(1-methyl-4-piperidinyl)methylamine CN1CCC(CC1)CN